[C@H]12CN(C[C@H](CC1)N2)C=2C1=C(N=C(N2)OCC23CCCN3C(CC2)CO)CN(CC1)C1=CC=CC2=CC=CC(=C12)CC (7a-(((4-((1R,5S)-3,8-diazabicyclo[3.2.1]octan-3-yl)-7-(8-ethylnaphthalen-1-yl)-5,6,7,8-tetrahydropyrido[3,4-d]pyrimidin-2-yl)oxy)methyl)hexahydro-1H-pyrrolizin-3-yl)methanol